FC(S(=O)(=O)OC=1C=C2N(N1)CC[C@]21CN(CC1)C(NC1CCC1)=O)(F)F (3R)-1-(cyclobutylcarbamoyl)-5',6'-dihydrospiro[pyrrolidine-3,4'-pyrrolo[1,2-b]pyrazol]-2'-yl trifluoromethanesulfonate